1-(2-pyridyl)ethylamine N1=C(C=CC=C1)C(C)N